C(C1=CC=CC=C1)OCCN1N=C(C=2C(C1=O)=CC(N(C2)C2CC2)=O)N[C@H](C)C2=C(C(=CC=C2)C(F)(F)F)C (R)-2-(2-(benzyloxy)ethyl)-6-cyclopropyl-4-((1-(2-methyl-3-(trifluoromethyl)phenyl)ethyl)amino)-2,6-dihydropyrido[3,4-d]pyridazine-1,7-dione